NC=1C(=C(C(=CC1)C1=CC=C(C=C1)C(=O)O)C(=O)O)N diaminobiphenyl-2,4'-dicarboxylic acid